CC(CCN1C[C@@H]2[C@H](C1)CC(C2)NC2=C(C(=C(C=C2)C2=CC=C(C=C2)NC(C)=O)F)F)(C)C N-[4-[4-[[(3aR,5s,6aS)-2-(3,3-dimethylbutyl)-3,3a,4,5,6,6a-hexahydro-1H-cyclopenta[c]pyrrol-5-yl]amino]-2,3-difluoro-phenyl]phenyl]acetamide